N-(3,5-bis(trifluoromethyl)phenyl)-4-oxopiperidine-1-carboxamide FC(C=1C=C(C=C(C1)C(F)(F)F)NC(=O)N1CCC(CC1)=O)(F)F